tert-Butyl 4-(4-chloro-6-(ethyl(isopropyl)amino)picolinamido)-2-methylbenzoate ClC1=CC(=NC(=C1)N(C(C)C)CC)C(=O)NC1=CC(=C(C(=O)OC(C)(C)C)C=C1)C